ClS(=O)(=O)C=1C=C(CN2C(C3=CC=CC=C3C2=O)=O)C=CC1C 2-(3-chlorosulfonyl-4-methylbenzyl)-1H-isoindole-1,3-dione